CC1=CC=C(C=C1)S(=O)(=O)O\N=C\1/CC2(SC3=CC(=CC=C13)Br)CCOCC2 (E)-7'-bromo-2,3,5,6-tetrahydrospiro[pyran-4,2'-thiochroman]-4'-one O-p-toluenesulfonyl oxime